(1S,5S)-2-(2-(3-acetyl-5-(2-(((3-methyloxetan-3-yl)methyl)sulfonyl)ethoxy)-1H-indazol-1-yl)acetyl)-N-(6-bromo-3-methylpyridin-2-yl)-5-methyl-2-azabicyclo[3.1.0]hexane-3-carboxamide C(C)(=O)C1=NN(C2=CC=C(C=C12)OCCS(=O)(=O)CC1(COC1)C)CC(=O)N1[C@H]2C[C@]2(CC1C(=O)NC1=NC(=CC=C1C)Br)C